4,4'-(((4-bromo-1,2-phenylene)bis(oxy))bis(methylene))bis(methoxybenzene) BrC1=CC(=C(C=C1)OCC1=CC=C(C=C1)OC)OCC1=CC=C(C=C1)OC